1-(2,4-dimethoxy-6-(methoxymethoxy)phenyl)ethanol COC1=C(C(=CC(=C1)OC)OCOC)C(C)O